C(CSC[C@@H](C(=O)O)N)N The molecule is a cysteine derivative that is the S-(2-aminoethyl) analogue of L-cysteine; reported to have cytotoxic effects. It has a role as a protein synthesis inhibitor, a metabolite and an EC 5.4.3.2 (lysine 2,3-aminomutase) inhibitor. It is a non-proteinogenic L-alpha-amino acid and a L-cysteine thioether.